FC(CCCOC1=CC2=C(CNCCC2)C=C1)(F)F 7-(4,4,4-trifluorobutoxy)-1,3,4,5-tetrahydro-2H-benzo[c]azepine